[2-[(2S)-2-[(4-tert-butoxycarbonylpiperazin-1-yl)methyl]morpholin-4-yl]-4-pyridyl]boronic acid C(C)(C)(C)OC(=O)N1CCN(CC1)C[C@H]1CN(CCO1)C1=NC=CC(=C1)B(O)O